FC(C(=O)C1=CC=C2C=NN(C2=C1)C1OCCCC1)F 2,2-difluoro-1-(1-tetrahydropyran-2-ylindazol-6-yl)ethanone